(2-phenoxyethyl) (m-tolyl) sulfide C1(=CC(=CC=C1)SCCOC1=CC=CC=C1)C